C12CN(CC(CC1)N2)C=2OC1=C(N2)C(=CC=C1C=1SC=CN1)OCC(C)(O)C 1-((2-(3,8-diazabicyclo[3.2.1]octan-3-yl)-7-(thiazol-2-yl)benzo[d]oxazol-4-yl)oxy)-2-methylpropan-2-ol